1-Heptyl-2-Methylpiperidinium methansulfonat CS(=O)(=O)[O-].C(CCCCCC)[NH+]1C(CCCC1)C